2-(1-Pyridin-4-yl-azetidin-3-yl)-1-(6,6,9-trimethyl-3,5,6,8-tetrahydro-1H-7-oxa-2,4-diaza-cyclopenta[b]naphthalen-2-yl)-ethanone N1=CC=C(C=C1)N1CC(C1)CC(=O)N1CC=2C(=C(C=3COC(CC3N2)(C)C)C)C1